2-(2-ethoxy ethoxy)ethyl acrylate C(C=C)(=O)OCCOCCOCC